FC(C=1C=CC=2N(N1)C(=CN2)C2=NC=C(C(=C2)N2CC(CCC2C)CNS(=O)(=O)C)F)F N-[[1-[2-[6-(Difluoromethyl)imidazo[1,2-b]pyridazin-3-yl]-5-fluoro-4-pyridyl]-6-methyl-3-piperidyl]methyl]methanesulfonamide